3-trans-1-chloro-3,3,3-trifluoropropene ClC=CC(F)(F)F